N1-(2-((2S,4S)-2-(aminomethyl)-5-chloro-2-phenyl-2,3-dihydrobenzofuran-4-yl)-3-fluoro-phenyl)ethane-1,2-diamine NC[C@@]1(OC2=C(C1)C(=C(C=C2)Cl)C2=C(C=CC=C2F)NCCN)C2=CC=CC=C2